Tri-n-butoxymethoxytitanium C(CCC)OC(O[Ti])(OCCCC)OCCCC